2-((4-methoxybenzyl)amino)-6-methylphenol COC1=CC=C(CNC2=C(C(=CC=C2)C)O)C=C1